1,3-dihydro-3-oxo-2H-indole O=C1CNC2=CC=CC=C12